(S)-4-(2-(cyclobutane-carbonyl)-7,10-dioxo-6-(4-(trifluoromethyl)benzyl)-2,6,9-triazaspiro[4.5]decan-9-yl)-3-fluorobenzonitrile C1(CCC1)C(=O)N1C[C@]2(CC1)N(C(CN(C2=O)C2=C(C=C(C#N)C=C2)F)=O)CC2=CC=C(C=C2)C(F)(F)F